BrC1=CC(=NN1)C(=O)N1CCC(CC1)C(=O)NC1CCC(CC1)C (5-bromo-1H-pyrazole-3-carbonyl)-N-[(1s,4s)-4-methylcyclohexyl]piperidine-4-carboxamide